C(C)(C)(C)OC(CC(=O)NNC(C1=CN=C(C(=C1)C#N)NC1CC2=CC=CC=C2C1)=O)=O 3-(2-(5-cyano-6-((2,3-dihydro-1H-inden-2-yl)amino)nicotinoyl)hydrazino)-3-oxopropanoic acid tert-butyl ester